C(C)(C)(C)N(C(O)=O)C(CC1CC1)C=O.NCC(CN1C=CC2=CC(=CC=C12)C(=O)N1CCC1)=CF (1-(2-(aminomethyl)-3-fluoroallyl)-1H-indol-5-yl)(azetidin-1-yl)methanone tert-butyl-(1-cyclopropyl-3-oxopropan-2-yl)carbamate